CC1=CC(=C(C(=C1)[Se]C1=CC=CC=C1)C1=C(C=CC=C1)NC(C1=NC=CC=C1)=O)[Se]C1=CC=CC=C1 N-(4'-methyl-2',6'-bis(phenylselanyl)-[1,1'-biphenyl]-2-yl)picolinamide